4-[3-[4-[2-(2,6-dioxo-3-piperidinyl)-1-oxo-isoindolin-5-yl]-3-fluoro-1-piperidinyl]cyclobutoxy]piperidine-1-carboxylic acid tert-butyl ester C(C)(C)(C)OC(=O)N1CCC(CC1)OC1CC(C1)N1CC(C(CC1)C=1C=C2CN(C(C2=CC1)=O)C1C(NC(CC1)=O)=O)F